C(C)C1(C(=O)OC1)CC α,α-diethyl-β-propiolactone